3-methyl-4-(propan-2-yl)-1H,4H-pyrano[2,3-c]pyrazole CC=1C2=C(NN1)OC=CC2C(C)C